4-butoxy-N-(3-(4-(3,4-difluorobenzyl)piperidin-1-yl)propyl)benzenesulfonamide C(CCC)OC1=CC=C(C=C1)S(=O)(=O)NCCCN1CCC(CC1)CC1=CC(=C(C=C1)F)F